CC=1C=C(C=C(C1)C)N1CC2=CC(=CC=C2CC1)CCC(=O)O 3-(2-(3,5-Dimethylphenyl)-1,2,3,4-tetrahydroisoquinolin-7-yl)propanoic acid